CC=1NC(NCC1)=O 4-methyl-2-oxo-3,6-dihydropyrimidine